FC1=C(C(=CC=C1)F)N1CC(C1)C=1C=C2CCC(C2=CC1)N1CCC(CC1)C(=O)OC methyl 1-(5-(1-(2,6-difluorophenyl)azetidin-3-yl)-2,3-dihydro-1H-inden-1-yl)piperidine-4-carboxylate